3-[3-(4-Methylaminomethyl-phenyl)-isoxazol-5-yl]-5-[4-(propane-2-sulfonyl)-phenyl]-pyrazin CNCC1=CC=C(C=C1)C1=NOC(=C1)C=1C=NC=C(N1)C1=CC=C(C=C1)S(=O)(=O)C(C)C